N-(7-chloro-6-(4-(3-methoxyazetidin-1-yl)cyclohexyl)isoquinolin-3-yl)-6-oxaspiro[2.5]octane-1-carboxamide ClC1=C(C=C2C=C(N=CC2=C1)NC(=O)C1CC12CCOCC2)C2CCC(CC2)N2CC(C2)OC